C[Si](CC(=C=C)C)(C)C Trimethyl-(2-methylbutan-2,3-dien-1-yl)monosilane